3-ethyl-3-[3'-(trimethoxysilyl)propyl]methyl-Oxetane tert-butyl-(3-(4-amino-1-propyl-1H-indol-2-yl)prop-2-yn-1-yl)(2-methoxy-4-(methylsulfonyl)phenyl)carbamate C(C)(C)(C)OC(N(C1=C(C=C(C=C1)S(=O)(=O)C)OC)CC#CC=1N(C2=CC=CC(=C2C1)N)CCC)=O.C(C)C1(C(OC1)C)CCC[Si](OC)(OC)OC